C(C)(C)(C)N1N=C(C(=C1NC1=CC(=NC=C1)OCCOC)C(=O)N)C1=CC=C(C=C1)NS(=O)(=O)CCCl 1-tert-butyl-3-[4-(2-chloroethanesulfonamido)phenyl]-5-{[2-(2-methoxyethoxy)pyridin-4-yl]amino}-1H-pyrazole-4-carboxamide